C(CCCCCCCCC)N(C1=NC=C(C=N1)B1OC(C(O1)(C)C)(C)C)CCCCCCCCCC N,N-didecyl-5-(4,4,5,5-tetramethyl-1,3,2-dioxaborolan-2-yl)pyrimidin-2-amine